O[C@@]1(C(N(CC1)C)=O)C#CC(=O)C1=CC(=C(C=C1)C)C=1SC=2N=CN=C(C2N1)SC (R)-3-hydroxy-1-methyl-3-(3-(4-methyl-3-(7-(methylthio)thiazolo[5,4-d]pyrimidin-2-yl)phenyl)-3-oxoprop-1-yn-1-yl)pyrrolidin-2-one